trans-N-(3-amino-2,4-difluorophenyl)-5-(3-(4-bromo-3-(trifluoromethyl)phenyl)-2,2-dichloropropane-1-carboxamido)-2-chlorobenzamide NC=1C(=C(C=CC1F)NC(C1=C(C=CC(=C1)NC(=O)CC(CC1=CC(=C(C=C1)Br)C(F)(F)F)(Cl)Cl)Cl)=O)F